CS(=O)(=O)CC(N)C1=CC(=CC=C1)OC(F)(F)F 2-(methylsulfonyl)-1-(3-(trifluoromethoxy)phenyl)ethan-1-amine